N=1C=2N(C(=NC1)N)N=CC2 pyrazolo[1,5-a][1,3,5]triazine-4-amine